dimethylchloroformylamine CN(C(=O)Cl)C